1,2-diphenyl ethylene carbonate C(O)(O)=O.C1(=CC=CC=C1)C=CC1=CC=CC=C1